4,6-bis(nonylthiomethyl)-o-cresol C(CCCCCCCC)SCC=1C=C(C(=C(C1)CSCCCCCCCCC)O)C